C(C)OC(=O)C1=CN2C(CC3=C(C2CC1=O)N=C(S3)COC)C(C)C 5-isopropyl-2-(methoxymethyl)-9-oxo-4,9,10,10a-tetrahydro-5H-thiazolo[4,5-a]-quinolizine-8-carboxylic acid ethyl ester